BrC=1C=C(OCC(C)(O)C)C=CC1F 1-(3-bromo-4-fluoro-phenoxy)-2-methyl-propan-2-ol